2-bromo-6-nitro-4-(trifluoromethoxy)aniline BrC1=C(N)C(=CC(=C1)OC(F)(F)F)[N+](=O)[O-]